neopentyl 4-(3-hydroxyphenyl)-7-(2-methoxyphenyl)-2-methyl-5-oxo-1,4,5,6,7,8-hexahydroquinoline-3-carboxylate OC=1C=C(C=CC1)C1C(=C(NC=2CC(CC(C12)=O)C1=C(C=CC=C1)OC)C)C(=O)OCC(C)(C)C